3-(hydroxymethyl)pyridin-2(1H)-one OCC=1C(NC=CC1)=O